ClC1=CC(=C(C=C1)[C@@]1(OC2=C(C=CC=C2C=C1)C1CCN(CC1)CC1=NC2=C(N1C[C@H]1OCC1)C=C(C=C2)C(=O)O)[2H])OC([2H])([2H])[2H] 2-((4-((R)-2-(4-chloro-2-(methoxy-d3)phenyl)-2H-chromen-8-yl-2-d)piperidin-1-yl)methyl)-1-(((S)-oxetan-2-yl)methyl)-1H-benzo[d]imidazole-6-carboxylic acid